(5S,8S)-N-(2,4-dichlorobenzyl)-5-fluoro-8-hydroxy-8-(((2-hydroxyethyl)sulfonyl)methyl)-5,6,7,8-tetrahydroquinoline-5-carboxamide ClC1=C(CNC(=O)[C@]2(C=3C=CC=NC3[C@@](CC2)(CS(=O)(=O)CCO)O)F)C=CC(=C1)Cl